CNC(CCl)C 2-methylaminochloropropane